(2S,4R)-4-hydroxy-1-((S)-2-(2-methoxy-N-methylacetylamino)-3-methylbutanoyl)-N-(4-(4-methylthiazol-5-yl)benzyl)pyrrolidine-2-carboxamide O[C@@H]1C[C@H](N(C1)C([C@H](C(C)C)NC(C(OC)C)=O)=O)C(=O)NCC1=CC=C(C=C1)C1=C(N=CS1)C